C(C)(C)(C)OC(=O)C1CCN(CC1)C1=NC(=NO1)C1=CC=C(C=C1)OC(F)(F)F.COC1=CC=C(CNC=O)C=C1 N-(4-methoxybenzyl)formamide tert-butyl-1-(3-(4-(trifluoromethoxy)phenyl)-1,2,4-oxadiazol-5-yl)piperidine-4-carboxylate